OC[C@H](C1=CC=CC=C1)NC1=CC(=NC=C1C=1OC(=NN1)C1=NC=CC=C1)NC1=CC2=C(B(OC2(C)C)O)C=C1 (S)-5-((4-((2-hydroxy-1-phenylethyl)amino)-5-(5-(pyridin-2-yl)-1,3,4-oxadiazol-2-yl)pyridin-2-yl)amino)-3,3-dimethylbenzo[c][1,2]oxaborol-1(3H)-ol